OC1[C@H](O)[C@@H](O)[C@H](O)CO1.[Cl].[Li] Lithium Chlorine α,β-D-xylopyranose